C1N(CC12CNC2)C2=CC(=C(C(=O)OC)C=C2)F methyl 4-[2,6-diazaspiro[3.3]heptan-2-yl]-2-fluorobenzoate